3-cyano-4-(prop-2-yl)benzoic acid C(#N)C=1C=C(C(=O)O)C=CC1C(C)C